N-phenyl-4-(pyridin-4-yl)-N-(4-(pyridin-4-yl)phenyl)aniline C1(=CC=CC=C1)N(C1=CC=C(C=C1)C1=CC=NC=C1)C1=CC=C(C=C1)C1=CC=NC=C1